COC=1C=C2C(=CC=NC2=CC1)[C@H](NS(=O)(=O)C1=CC(=CC(=C1)C(F)(F)F)C(F)(F)F)C1=NC2=CC=CC(=C2C=C1)C=C N-((S)-(6-methoxyquinolin-4-yl)((1S,2S,5R)-5-vinyl-quinolin-2-yl)methyl)-3,5-bis(trifluoromethyl)benzenesulfonamide